2,5-di-n-pentylfuran C(CCCC)C=1OC(=CC1)CCCCC